O=C1N(CC2=CC(=CC=C12)O[C@@H]1CN(CC1)CC=1C=C2C=NC(=NC2=CC1)N1CCCC1)[C@@H]1C(NC(CC1)=O)=O (S)-3-(1-Oxo-5-(((S)-1-((2-(pyrrolidin-1-yl)quinazolin-6-yl)methyl)pyrrolidin-3-yl)oxy)isoindolin-2-yl)piperidine-2,6-dione